N-[5-(1H-benzimidazol-2-yl)-1-(2-methoxyethyl)pyrazol-3-yl]-6-(3-methoxyazetidin-1-yl)pyridine-3-carboxamide N1C(=NC2=C1C=CC=C2)C2=CC(=NN2CCOC)NC(=O)C=2C=NC(=CC2)N2CC(C2)OC